N-(1-(Chloromethyl)-2-oxo-1,2-dihydropyridin-4-yl)-2-(4-fluoro-2-methylphenoxy)-5-(trifluoromethyl)benzamid ClCN1C(C=C(C=C1)NC(C1=C(C=CC(=C1)C(F)(F)F)OC1=C(C=C(C=C1)F)C)=O)=O